2-(cyclobutylmethylamino)-2-oxo-acetic acid ethyl ester C(C)OC(C(=O)NCC1CCC1)=O